OC=1C=C(OC2CCN(CC2)C(=O)OC(C)(C)C)C=CC1 tert-Butyl 4-(3-hydroxyphenoxy)piperidine-1-carboxylate